C(C1=CC=CC=C1)OC(=O)N1CCN(CC1)CCC1CCN(CC1)C1=CC2=C(NC(O2)=O)C=C1.ClC1=C(CN2CCC(CC2)C=2C=C3CN(C(C3=CC2)=O)C2C(NC(CC2)=O)=O)C=C(C=C1)Cl 3-(5-(1-(2,5-dichlorobenzyl)piperidin-4-yl)-1-oxoisoindolin-2-yl)piperidine-2,6-dione benzyl-4-(2-(1-(2-oxo-2,3-dihydrobenzo[d]oxazol-6-yl)piperidin-4-yl)ethyl)piperazine-1-carboxylate